C(#N)C(C(=O)NC([O-])=O)NNC1=CC(=C(C(=C1)Cl)OC1=CNC(C=C1)=O)Cl (E)-(2-cyano-2-(2-(3,5-dichloro-4-((6-oxo-1,6-dihydropyridin-3-yl)oxy)phenyl) hydrazino)acetyl)carbamate